C(C(=C)C)(=O)OCCOCCOC1=CC=C(C=C1)C(C)(C)C1=CC=C(C=C1)OCCOC(C(=C)C)=O 2-[4-(2-methacryloyloxyethoxy-ethoxy)phenyl]-2-[4-(2-methacryloyloxyethoxy)phenyl]propane